[N+](=O)([O-])C1=NC=CC=C1OC1(CN(CC1)C(=O)OC(C)(C)C)C(=O)OC 1-(tert-butyl) 3-methyl 3-((2-nitropyridin-3-yl)oxy)pyrrolidine-1,3-dicarboxylate